1-((S)-1-acetyl-3-methylpyrrolidin-3-yl)-N-((R)-1-(3-(difluoromethyl)-2-fluorophenyl)ethyl)-4-((1-methylpiperidin-4-yl)amino)-6-oxo-1,6-dihydropyridine-3-carboxamide C(C)(=O)N1C[C@@](CC1)(C)N1C=C(C(=CC1=O)NC1CCN(CC1)C)C(=O)N[C@H](C)C1=C(C(=CC=C1)C(F)F)F